BrC=1C(=NC(=NC1)NC1=C(C=C(C(=C1)C)N1CCC2(OCCO2)CC1)OC)NC1=C(C2=C(OCCO2)C=C1)P(C)(C)=O (6-((5-bromo-2-((2-methoxy-5-methyl-4-(1,4-dioxa-8-azaspiro[4.5]decane-8-yl)phenyl)amino)pyrimidin-4-yl)amino)-2,3-dihydrobenzo[b][1,4]dioxin-5-yl)dimethylphosphine oxide